CS(=O)(=O)O[C@@H]1C[C@@H](CCC1)C=C |r| racemic-cis-3-vinylcyclohexyl methanesulfonate